C(C)(C)(C)C1=CC(=NO1)C(=O)NCC1=C(C=C(C=C1)C1=C(C=NC=C1N1CCN(CC1)C(\C=C\CN(C)C)=O)C#N)C (E)-5-(tert-butyl)-N-(4-(3-cyano-5-(4-(4-(dimethylamino)but-2-enoyl)piperazin-1-yl)pyridin-4-yl)-2-methylbenzyl)isoxazole-3-carboxamide